(6-((2-((2-methoxy-5-(1-methyl-1H-pyrazol-4-yl)-4-morpholino-phenyl)amino)-7H-pyrrolo[2,3-d]pyrimidin-4-yl)amino)quinoxalin-5-yl)dimethyl-phosphine oxide COC1=C(C=C(C(=C1)N1CCOCC1)C=1C=NN(C1)C)NC=1N=C(C2=C(N1)NC=C2)NC=2C(=C1N=CC=NC1=CC2)P(C)(C)=O